6-methoxy-N-(4-methylphenyl)-5-(trifluoromethyl)-2-(2-trifluoromethyl-5-pyridinyl)-4-pyrimidinamine COC1=C(C(=NC(=N1)C=1C=CC(=NC1)C(F)(F)F)NC1=CC=C(C=C1)C)C(F)(F)F